C(C=C)(=O)OCCCCCCCCCCCCCCCCCCCCCCCCCCCCCCCCC Tritriacontyl acrylate